3-(4-methoxybenzyl)-6-((1-methyl-3-oxo-1,3-dihydro-2H-indazol-2-yl)methyl)benzo[d]oxazol-2(3H)-one COC1=CC=C(CN2C(OC3=C2C=CC(=C3)CN3N(C2=CC=CC=C2C3=O)C)=O)C=C1